FC(OC1CC(N(C1)C(CNC(CCCOC1=CC=C(C=C1)F)=O)=O)C(=O)N)F 4-(difluoromethoxy)-1-((4-(4-fluorophenoxy)butyryl)glycyl)pyrrolidine-2-carboxamide